BrCC(=O)OC1(CC1)C1CCCCC1 1-cyclohexylcyclopropyl 2-bromoacetate